C(C)(C)(C)OC(=O)N[C@@H](C)C(=O)O N-(t-butoxycarbonyl)-L-alanine